CC1CN(CCC1)CC(=O)O (3-methylpiperidin-1-yl)acetic acid